6-(2-chlorophenyl)-5-ethenyl-2-[(2-methoxyphenyl)amino]-8-methylpyrido[2,3-d]pyrimidin-7-one ClC1=C(C=CC=C1)C1=C(C2=C(N=C(N=C2)NC2=C(C=CC=C2)OC)N(C1=O)C)C=C